1-(4-chloro-2-Fluorophenyl)-2-(2,6-dibromophenyl)ethan-1-one ClC1=CC(=C(C=C1)C(CC1=C(C=CC=C1Br)Br)=O)F